((2R,5R)-2,5-dimethylpiperazine-1,4-diyl)bis(((2R,3S)-2-methyl-3-phenyl-oxiran-2-yl)methanone) C[C@H]1N(C[C@H](N(C1)C(=O)[C@@]1(O[C@H]1C1=CC=CC=C1)C)C)C(=O)[C@@]1(O[C@H]1C1=CC=CC=C1)C